NC1=CC(=C(C=C1OC)N1CCC2(CCN(CC2)CC2CCN(CC2)C=2C=C3C(N(C(C3=CC2F)=O)C2C(NC(CC2)=O)=O)=O)CC1)C 5-(4-((9-(4-amino-5-methoxy-2-methylphenyl)-3,9-diazaspiro[5.5]undecane-3-yl)methyl)piperidin-1-yl)-2-(2,6-dioxopiperidin-3-yl)-6-fluoroisoindoline-1,3-dione